tert-Butyl N-[6-[(2S)-2-allylpyrrolidin-1-yl]-2-[5-(tetrahydropyran-4-carbonyl)-1,3,4-oxadiazol-2-yl]-5-(trifluoromethyl)-3-pyridyl]carbamate C(C=C)[C@H]1N(CCC1)C1=C(C=C(C(=N1)C=1OC(=NN1)C(=O)C1CCOCC1)NC(OC(C)(C)C)=O)C(F)(F)F